C(C1=CC=CC=C1)OC1=CC(=C2C=CC=NC2=C1)C1(CC1)NC(C1=C(C=CC(=C1)OC[C@H]1N(CC1)C)C)=O (s)-N-(1-(7-(Benzyloxy)quinolin-5-yl)cyclopropyl)-2-methyl-5-((1-methyl-azetidin-2-yl)methoxy)benzamide